O=C(CC(=O)OC)C1=C(C=CC=C1)C(F)(F)F methyl 3-oxo-3-(2-(trifluoromethyl)phenyl)propanoate